THIinethanol S1C(C=CC=C1)CCO